FC=1C=NN(C1)C1=NC=C(C(=O)O)C=C1 6-(4-fluoro-1H-pyrazol-1-yl)nicotinic acid